2-[4-[6-[5-(5-fluoro-6-methyl-2-pyridyl)-1H-imidazol-4-yl]-1,5-naphthyridin-3-yl]pyrazol-1-yl]-N-methyl-ethanamine FC=1C=CC(=NC1C)C1=C(N=CN1)C=1N=C2C=C(C=NC2=CC1)C=1C=NN(C1)CCNC